C(C)OC=1C(=C(/C=C/C2=CC(=C(C=C2)NC=O)OC)C=C(C1)O)CC=C(C)C (E)-N-(4-(3-ethoxy-5-hydroxy-2-(3-methylbut-2-en-1-yl)styryl)-2-methoxyphenyl)carboxamide